ClC=1N=C(C=2N=C(N(C(C2N1)=O)C)C)C1=C(C=C(C=C1)F)Cl 6-chloro-8-(2-chloro-4-fluorophenyl)-2,3-dimethylpyrimidino[5,4-d]pyrimidin-4(3H)-one